BrC1=C2C=NN(C2=CC=C1)CC(=O)OC(C)(C)C t-butyl (4-bromo-1H-indazol-1-yl)acetate